FC1=C(C=C2CCC([C@H](C2=C1)NC(O[C@@H]1CN2CCC1CC2)=O)(C)C)C2=CC(=CC=C2)CC(C)C (S)-quinuclidin-3-yl ((R)-7-fluoro-6-(3-isobutylphenyl)-2,2-dimethyl-1,2,3,4-tetrahydronaphthalen-1-yl)carbamate